4,5-dihydro-2-[[4-[5-(trifluoromethyl)-1,2,4-oxadiazol-3-yl]phenyl]methyl]-4-oxazolecarboxamide FC(C1=NC(=NO1)C1=CC=C(C=C1)CC=1OCC(N1)C(=O)N)(F)F